(9Z,12Z)-octadecane-9,12-dien-1-ol C(CCCCCCC\C=C/C\C=C/CCCCC)O